BrCCCCOC(CCC(OCCCCCCCC)OCCCCCCCC)=O 4,4-bis(octyloxy)butanoic acid 4-bromobutyl ester